C=1(O)C(O)=C(C(=CC1)S(=O)(=O)O)S(=O)(=O)O catecholdisulfonic acid